ClC1=C(C=CC(=C1I)F)NC(OC(C)(C)C)=O Tert-butyl (2-chloro-4-fluoro-3-iodophenyl)carbamate